ClC1=C(OCC(=O)OC2=CC=C(C=C2)\C=C\C(=O)C2=CC=CC=C2)C=CC(=C1)Cl 4-(2,4-dichlorophenoxyacetoxy)-chalcone